2-cyano-3-hydroxypyridine-4-one C(#N)C1=NC=CC(C1O)=O